C(CCCCCCCC(=O)OC1=CC=C(C=C1)CC(=O)OCCC1CCN(CC1)CCSSCCN1CCC(CC1)CCOC(CC1=CC=C(C=C1)O)=O)(=O)OC(CCCCCCCC)CCCCCCCC 1-(heptadecan-9-yl) 9-(4-(2-(2-(1-(2-((2-(4-(2-(2-(4-hydroxyphenyl)acetoxy)ethyl)piperidin-1-yl)ethyl)disulfaneyl)ethyl)piperidin-4-yl)ethoxy)-2-oxoethyl)phenyl) nonanedioate